tert-butyl (S)-(1-(pyrimidin-2-yl)ethyl)((6-(2,2,2-trifluoroethoxy)pyridazin-3-yl)methyl)carbamate N1=C(N=CC=C1)[C@H](C)N(C(OC(C)(C)C)=O)CC=1N=NC(=CC1)OCC(F)(F)F